BrCCOC=1C=C(C2=C(N(C(N2C2CC(C2)(C)O)=O)COCC[Si](C)(C)C)C1)C(F)(F)F 6-(2-bromoethoxy)-3-((cis)-3-hydroxy-3-methylcyclobutyl)-4-(trifluoromethyl)-1-((2-(trimethylsilyl)ethoxy)methyl)-1,3-dihydro-2H-benzo[d]imidazol-2-one